ClC1=C(C=CC=C1)C=1N=C(SC1)C1=NC(=NC=C1C(=O)N)C [4-(2-chlorophenyl)thiazol-2-yl]-2-methyl-pyrimidine-5-carboxamide